5-(3-Methoxyphenyl)-2-methyl-N-(3-(2-oxopropyl)-1,2,4-thiadiazol-5-yl)thiophene-3-carboxamide COC=1C=C(C=CC1)C1=CC(=C(S1)C)C(=O)NC1=NC(=NS1)CC(C)=O